N1C=CC2=CC=CC(=C12)C(C)NC(C1=C(C=CC(=C1)N)C)=O N-(1-(1H-indol-7-yl)ethyl)-5-amino-2-methylbenzamide